(4-methoxybenzyl)-7'-(trifluoromethyl)-3',4'-dihydro-1'H-spiro[pyrrolidine-3,2'-[1,8]naphthyridine]-1-carboxylic acid tert-butyl ester C(C)(C)(C)OC(=O)N1CC2(N(C3=NC(=CC=C3CC2)C(F)(F)F)CC2=CC=C(C=C2)OC)CC1